The molecule is a member of the class of isoquinolinonaphthyridines that is 5,6-dihydroisoquinolino[2,1-b][2,7]naphthyridin-8-one bearing additional hydroxy, methoxy and vinyl substituents at positions 2, 3 and 12 respectively. It has a role as a plant metabolite. It is an isoquinolinonaphthyridine, a benzopyridoquinolizidine derivative, an aromatic ether, a member of phenols, an olefinic compound and an isoquinoline alkaloid. COC1=C(C=C2C(=C1)CCN3C2=CC4=C(C3=O)C=NC=C4C=C)O